N-(1-cyclopropyl-3-(methylsulfonyl)allyl)-6-(1,1-difluoroethyl)-2-phenoxynicotinamide C1(CC1)C(C=CS(=O)(=O)C)NC(C1=C(N=C(C=C1)C(C)(F)F)OC1=CC=CC=C1)=O